N-(4-chloroquinolin-3-yl)-2-(ethoxy-d5)Acetamide ClC1=C(C=NC2=CC=CC=C12)NC(COC(C([2H])([2H])[2H])([2H])[2H])=O